methyl 2'-(difluoromethyl)-5'-methoxy-6-(1-methyl-1H-pyrazol-3-yl)-[4,4'-bipyridine]-3-carboxylate FC(C1=NC=C(C(=C1)C1=C(C=NC(=C1)C1=NN(C=C1)C)C(=O)OC)OC)F